ClC1=CC=C(C(=N1)OC)CNC[C@@H]1CCC(N1)=O (5S)-5-[[(6-chloro-2-methoxy-3-pyridyl)methylamino]methyl]pyrrolidin-2-one